(S)-N-(5-(2-(ethylthio)benzamido)-1-(5-(naphthalen-2-yl)-1H-imidazol-2-yl)pentyl)thiazole-5-carboxamide C(C)SC1=C(C(=O)NCCCC[C@@H](C=2NC(=CN2)C2=CC3=CC=CC=C3C=C2)NC(=O)C2=CN=CS2)C=CC=C1